(trans)-2-((2-((1-hydroxy-7-methyl-1,3-dihydrobenzo[c][1,2]oxaborol-5-yl)amino)-5-methylpyrimidin-4-yl)amino)cyclohexane-1-carbonitrile OB1OCC2=C1C(=CC(=C2)NC2=NC=C(C(=N2)N[C@H]2[C@@H](CCCC2)C#N)C)C